2-{[(2R,7aS)-2-fluoro-hexahydropyrrolizin-7a-yl]methoxy}-7-{6-amino-3-[5-(azepan-3-yloxy)pentyl]-2-methylpyridin-4-yl}-8-fluoropyrido[4,3-d]pyrimidin-4-ol F[C@@H]1C[C@@]2(CCCN2C1)COC=1N=C(C2=C(N1)C(=C(N=C2)C2=C(C(=NC(=C2)N)C)CCCCCOC2CNCCCC2)F)O